ethylene glycol diboron [B].[B].C(CO)O